2-(octadecene-1-yl)succinic acid C(=CCCCCCCCCCCCCCCCC)C(C(=O)O)CC(=O)O